1-(3,5-dichlorophenyl)-3-methyl-1H-pyrazol-5-ol ClC=1C=C(C=C(C1)Cl)N1N=C(C=C1O)C